2-(6-benzylsulfanyl-8-chloro-imidazo[1,5-a]pyridin-3-yl)-5-(difluoromethyl)-1,3,4-oxadiazole C(C1=CC=CC=C1)SC=1C=C(C=2N(C1)C(=NC2)C=2OC(=NN2)C(F)F)Cl